N-((1s,4s)-4-((4-methoxy-5-(3-methyl-[1,2,4]triazolo[4,3-a]pyridin-6-yl)-7H-pyrrolo[2,3-d]pyrimidin-2-yl)amino)cyclohexyl)acetamide COC=1C2=C(N=C(N1)NC1CCC(CC1)NC(C)=O)NC=C2C=2C=CC=1N(C2)C(=NN1)C